ClC1=C(C(=CC=C1C(F)(F)F)C(F)(F)F)NC(C(=O)C1=C(C=C(C=C1F)OC1=NC=NC2=CC(=C(C=C12)OC)OC)F)=O (2-chloro-3,6-bis(trifluoromethyl)phenyl)-2-(4-((6,7-dimethoxyquinazolin-4-yl)oxy)-2,6-difluorophenyl)-2-oxoacetamide